6-iodo-1,1-dioctyloxy-hexane ICCCCCC(OCCCCCCCC)OCCCCCCCC